FC1(C(N(C2=C(O1)C=C(C(=C2)C2=C(C(=C(C(=C2F)O)F)F)F)F)C)=O)F 2,2,7-trifluoro-4-methyl-6-(2,3,4,6-tetrafluoro-5-hydroxyphenyl)-2H-benzo[b][1,4]oxazin-3(4H)-one